FC=1C=CC2=C(CCO2)C1CNC1=C2C(=C3C4=C(OC(=C4CC=C3C(F)(F)F)C)C=3N1C=NN3)N=CC=N2 N-((5-fluoro-2,3-dihydrobenzofuran-4-yl)methyl)-5-methyl-8-(trifluoromethyl)-6H-4-oxa-2,3,9,12,13a-pentaazabenzo[4,5]cyclopenta[7,8]cycloocta[1,2,3-cd]inden-13-amine